3-(3-isopropyl-5-(piperidin-4-yl)-1H-indol-2-yl)-1,4-dimethyl-1H-pyrrolo[2,3-b]pyridine C(C)(C)C1=C(NC2=CC=C(C=C12)C1CCNCC1)C1=CN(C2=NC=CC(=C21)C)C